(1H-indol-3-yl)-5-(1-methyl-1H-pyrazol-3-yl)isoindoline-2-carboxamide N1C=C(C2=CC=CC=C12)C1N(CC2=CC(=CC=C12)C1=NN(C=C1)C)C(=O)N